CC=1NC(=NN1)N 5-methyl-4H-1,2,4-triazol-3-amine